C(C1=CC=CC=C1)OC(N[C@H](C(=O)C1=CC(=CC=C1)OCC1=CC=CC=C1)C)=O (S)-(1-(3-(benzyloxy)phenyl)-1-oxopropane-2-yl)carbamic acid benzyl ester